5-(4-(2-aminoethyl)piperazin-1-yl)-2,3-dihydro-1,4-benzodioxine NCCN1CCN(CC1)C1=CC=CC=2OCCOC21